C(#N)C1=C(C=C(C=C1)C1=CC(=NN1C1=CC=C(C=C1)N1CCC(CC1)OC)C(=O)N=[N+]=[N-])F 5-(4-Cyano-3-fluorophenyl)-1-(4-(4-methoxypiperidin-1-yl)phenyl)-1H-pyrazole-3-carbonyl azide